ClC=1C(=NC(=NC1)NC1=C(C=C(C=C1)N1CCN(CC1)CC=1C=C2CN(C(C2=C(C1)F)=O)C1C(NC(CC1)=O)=O)OC)NC1=C(C=CC=C1)P(=O)(C)C 3-(5-((4-(4-((5-chloro-4-((2-(dimethylphosphoryl)phenyl)amino)pyrimidin-2-yl)amino)-3-methoxyphenyl)piperazin-1-yl)methyl)-7-fluoro-1-oxoisoindolin-2-yl)piperidine-2,6-dione